3-bromo-6-(trifluoromethyl)imidazo[1,2-a]pyrazin-8-amine BrC1=CN=C2N1C=C(N=C2N)C(F)(F)F